Diethylene glycol bis(ethylmalonate) C(C)C(C(=O)O)C(=O)O.C(C)C(C(=O)O)C(=O)O.C(COCCO)O